2-(((tert-butyldimethylsilyl)oxy)methyl)-4-carboxypyridine 1-oxide [Si](C)(C)(C(C)(C)C)OCC1=[N+](C=CC(=C1)C(=O)O)[O-]